BrC1=NN2C(CN(S(C2)(=O)=O)C)=C1 2-bromo-5-methyl-4,7-dihydropyrazolo[5,1-d][1,2,5]thiadiazine 6,6-dioxide